2-(ethylamino)-5-(hydroxymethyl)-5,6,7,7a-tetrahydro-3aH-pyrano[3,2-d][1,3]thiazole-6,7-diol C(C)NC=1SC2C(N1)C(C(C(O2)CO)O)O